C(C)C=1N=C(SC1)C(CC1=CC=C(C=C1)[N+](=O)[O-])NC(CC1=CC=CC=C1)=O N-[1-(4-ethylthiazol-2-yl)-2-(4-nitrophenyl)ethyl]-2-Phenylacetamide